4-fluoro-1-methylpyrazole FC=1C=NN(C1)C